trans-2-chloro-1,1,1,4,4,4-hexafluorobutene ClC(C(F)(F)F)=CC(F)(F)F